C1=CC=C(C=C1)OCCO Phenoxy-ethanol